(5R,6S)-5-(6-(2-hydroxy-6-methyl-4-(trifluoromethyl)phenyl)-2H-pyrazolo[3,4-b]pyridin-2-yl)-6-methylpiperidin-2-one OC1=C(C(=CC(=C1)C(F)(F)F)C)C=1C=CC=2C(N1)=NN(C2)[C@@H]2CCC(N[C@H]2C)=O